Methyl (S)-4-(benzyloxy)-3-((tert-butyldimethylsilyl)oxy)-2-methylenebutanoate C(C1=CC=CC=C1)OC[C@H](C(C(=O)OC)=C)O[Si](C)(C)C(C)(C)C